C12(CC3CC(CC(C1)C3)C2)NC(=O)N2[C@@H](CCC2=O)C(=O)NCC2=C(C=CC=C2)Cl (S)-N1-Adamantyl-N2-(2-chlorobenzyl)-5-oxopyrrolidine-1,2-dicarboxamide